4-amino-1-carboxymethylpiperidine NC1CCN(CC1)CC(=O)O